N1-(7-Chloro-4-(1H-imidazol-1-yl)quinolin-2-yl)-N1-methylethane-1,2-diamine ClC1=CC=C2C(=CC(=NC2=C1)N(CCN)C)N1C=NC=C1